O=C1N(C2=CC=CC=C2C(N1C1=CC=NC=C1)=O)CC1=CC=C(C(=O)NO)C=C1 4-((2,4-dioxo-3-(pyridin-4-yl)-3,4-dihydroquinazolin-1(2H)-yl)methyl)-N-hydroxybenzamide